4,6-dimethyl-1,3-phenylenediamine CC1=C(C=C(C(=C1)C)N)N